P1(=O)(OC2=C(C(=CC=C2)C(C)(C)C)O1)[O-] tertiary butylbenzenedi-yl phosphate